Benzyl 4,7-diazaspiro[2.5]octane-4-carboxylate C1CC12N(CCNC2)C(=O)OCC2=CC=CC=C2